2-(4-((4-((5-(trifluoromethyl)pyridin-2-yl)amino)piperidin-1-yl)sulfonyl)phenyl)-6,7-dihydrothiazolo-[5,4-c]pyridine-5(4H)-carboxamide FC(C=1C=CC(=NC1)NC1CCN(CC1)S(=O)(=O)C1=CC=C(C=C1)C=1SC=2CN(CCC2N1)C(=O)N)(F)F